ClC1=CC(=NC2=CC=C(C=C12)C)N1CCCCC1 4-chloro-6-methyl-2-(1-piperidyl)quinoline